C(CCC)NS(=O)(=O)C1CCCCC1 butyl-cyclohexylsulfonamide